bis(2-isocyanato-ethyl)fumarate N(=C=O)CC\C(=C(/C(=O)[O-])\CCN=C=O)\C(=O)[O-]